BrC1=CC=C(C=C1)C1=CC(=C(C(=C1)C12CC3CC(CC(C1)C3)C2)O)C=O 4'-Bromo-4-hydroxy-5-(adamantan-1-yl)biphenyl-3-carbaldehyde